3-((1S,3R)-3-((5-cyano-4-(1-(2,2-difluoroethyl)-1H-pyrazol-4-yl)pyrimidin-2-yl)amino)cyclohexyl)-3H-imidazo[4,5-b]pyridine-6-carbonitrile C(#N)C=1C(=NC(=NC1)N[C@H]1C[C@H](CCC1)N1C=NC=2C1=NC=C(C2)C#N)C=2C=NN(C2)CC(F)F